C(C)(=O)O[Pd]CC1=C(C=CC=C1)P(C1=C(C=CC=C1)C)C1=C(C=CC=C1)C acetoxy-[[2-(bis-o-tolylphosphino)phenyl]methyl]palladium